C12COCC2C1NC1=NC(=NC(=N1)NC=1C=NC=C(C1)F)C1=NC(=CC=C1)C(F)(F)F N2-(3-oxabicyclo[3.1.0]hexan-6-yl)-N4-(5-fluoropyridin-3-yl)-6-(6-(trifluoromethyl)pyridin-2-yl)-1,3,5-triazine-2,4-diamine